(5-oxopyrrolidin-3-yl)-[(3R)-3-[4-(6-oxo-1H-pyridin-3-yl)phenyl]-3-[[(6S)-6-tert-butyl-5,6,7,8-tetrahydrothieno[2,3-b]quinoline-2-carbonyl]amino]propyl]ammonium O=C1CC(CN1)[NH2+]CC[C@@H](NC(=O)C1=CC=2C(=NC=3CC[C@@H](CC3C2)C(C)(C)C)S1)C1=CC=C(C=C1)C1=CNC(C=C1)=O